FC=1C=C2CCO[C@H](C2=CC1)CNC (R)-1-(6-Fluoroisochroman-1-yl)-N-methylmethanamine